C(#N)C=1C(=CC(=C(C1)NC(=O)C=1C=NN(C1C(F)(F)F)C1=C2C=CNC(C2=CC=C1)=O)C)N1N=CC=N1 N-(5-Cyano-2-methyl-4-(2H-1,2,3-triazol-2-yl)phenyl)-1-(1-oxo-1,2-dihydro-isochinolin-5-yl)-5-(trifluoromethyl)-1H-pyrazol-4-carboxamid